BrC1=CC=CC=2N(C=NC21)[C@@H]2C[C@@H](CCC2)NC2=NC=C(C=N2)C#N 2-(((1R,3S)-3-(4-bromo-1H-benzo[d]imidazol-1-yl)cyclohexyl)amino)pyrimidine-5-carbonitrile